The molecule is an extended flavonoid that is 2,3-dihydro-4H,8H-pyrano[2,3-f]chromen-4-one which is substituted by a p-methoxyphenyl group at the 2-pro-S position, a methoxy group at position 5, and two methyl groups at position 8. It has a role as a plant metabolite. It is an extended flavonoid, an aromatic ether, an organic heterotricyclic compound, an aromatic ketone, a polyketide and a member of flavanones. CC1(C=CC2=C3C(=C(C=C2O1)OC)C(=O)C[C@H](O3)C4=CC=C(C=C4)OC)C